C(C)(=O)N[C@@H](C=O)[C@H](O)[C@@H](O)[C@@H](O)C 2-acetylamino-2,6-dideoxy-L-mannose